FC1(OC2=C(O1)C(=CC(=C2)NC2=NC(=CC(=N2)NC)C)C=2CCCN(CC2)CCOC)F N2-[2,2-difluoro-7-[1-(2-methoxyethyl)-2,3,4,7-tetrahydroazepin-5-yl]-1,3-benzodioxol-5-yl]-N4,6-dimethyl-pyrimidine-2,4-diamine